3,4-dihydro-1H-benzo[e][1,4]diazepin-5(2H)-one N1CCNC(C2=C1C=CC=C2)=O